Cl.FC(C1=CC=C(C=C1)C1=NN=C(C2=CC=CC=C12)N[C@@H]1[C@@H](CNC1)C#N)(F)F cis-4-((4-(4-(trifluoromethyl)phenyl)phthalazin-1-yl)amino)pyrrolidine-3-carbonitrile HCl